ClC=1C=C(C=CC1OC(\C=C\C1=CC(=NC=C1)Cl)=O)C1NC(NC(=C1C(=O)OCC)C)=S (E)-ethyl 4-(3-chloro-4-(3-(2-chloropyridin-4-yl)acryloyloxy)phenyl)-6-methyl-2-thioxo-1,2,3,4-tetrahydropyrimidine-5-carboxylate